CN1SC2=C(C1=O)C=CC=C2 2-methyl-1,2-benzisothiazolin-3-one